3-fluoro-2-methyl-aniline FC=1C(=C(N)C=CC1)C